BrCC(=O)C1=CC=CC=2OCOCC21 2-bromo-1-(benzo[d][1,3]dioxan-5-yl)ethan-1-one